methyl (4R,5R)-2-((R)-1-((2S,3R)-3-hydroxy-2-(6-phenylpicolinamido) butanamido)-3-methylbutyl)-5-(methylamino)-6-oxo-1,3,2-dioxaborinane-4-carboxylate O[C@@H]([C@@H](C(=O)N[C@@H](CC(C)C)B1OC([C@@H]([C@@H](O1)C(=O)OC)NC)=O)NC(C1=NC(=CC=C1)C1=CC=CC=C1)=O)C